[N+](=O)([O-])C=1C(=NC(=CC1)C1=CC=CC=C1)NC=1C=CC(=NC1)C(=O)OC methyl 5-((3-nitro-6-phenylpyridin-2-yl)amino)picolinate